2-propylcyclohexanone C(CC)C1C(CCCC1)=O